DIHYDROTERPhENYL ACETATE C(C)(=O)O.C1(CC=CC=C1)C=1C(=CC=CC1)C1=CC=CC=C1